CC1=C(OC2=CC=C(C=C2)C2CN(C2)C(=O)N2C[C@@H]3[C@@H](OCC(N3)=O)CC2)C=CC=C1 (4aR,8aS)-6-[3-[4-(2-methylphenoxy)phenyl]azetidine-1-carbonyl]-4,4a,5,7,8,8a-hexahydropyrido[4,3-b][1,4]oxazin-3-one